C(C)N1CCC2(OC3(CC3)C(N(C2)CC)=O)CC1 8,12-Diethyl-4-oxa-8,12-diazadispiro[2.1.5.3]tridecan-13-on